1-hydroxy-3-((S)-2-oxopyrrolidin-3-yl)propane-1-sulfonic acid sodium salt [Na+].OC(CC[C@@H]1C(NCC1)=O)S(=O)(=O)[O-]